3-amino-2,4-dichlorophenol NC=1C(=C(C=CC1Cl)O)Cl